O=C(CN(CC(=O)NCCCCCC(=O)O)CC(=O)NCCO[C@H]1[C@@H](O)[C@H](O)[C@H](O)[C@@H](O1)C)NCCO[C@H]1[C@@H](O)[C@H](O)[C@H](O)[C@@H](O1)C 6-(2-{bis[2-oxo-2-({2-[(α-L-fucopyranosyl)oxy]ethyl}amino)ethyl]amino}acetamido)hexanoic acid